N1-(4-(tert-butyl)phenyl)cyclopentane-1,3-diamine C(C)(C)(C)C1=CC=C(C=C1)NC1CC(CC1)N